tert-butyl 4-[2-[[2-[N-[(2R,4R)-1-benzyloxycarbonyl-4-methoxy-pyrrolidine-2-carbonyl]-4-(pentafluoro-λ6-sulfanyl)anilino]-2-(3-pyridyl)acetyl]amino]ethyl]piperazine-1-carboxylate C(C1=CC=CC=C1)OC(=O)N1[C@H](C[C@H](C1)OC)C(=O)N(C1=CC=C(C=C1)S(F)(F)(F)(F)F)C(C(=O)NCCN1CCN(CC1)C(=O)OC(C)(C)C)C=1C=NC=CC1